(2S,3R)-3-Methyloxepin-2-carboxylic acid CC1=C(OC=CC=C1)C(=O)O